7-chloro-6-(trifluoromethyl)isoquinolin-1(2H)-one ClC1=C(C=C2C=CNC(C2=C1)=O)C(F)(F)F